2-(Thiophen-2-yl)pyrazolo[1,5-a]pyridine-3-carboxylic acid S1C(=CC=C1)C1=NN2C(C=CC=C2)=C1C(=O)O